ClC(C1=NC(=NC(=N1)C(Cl)(Cl)Cl)CC1=CC=2OCOC2C=C1)(Cl)Cl 2,4-bis(trichloromethyl)-6-piperonyl-s-triazine